5-chloro-2-(3,5-dimethyl-2-hydroxyphenyl)-2H-benzotriazole ClC1=CC=2C(=NN(N2)C2=C(C(=CC(=C2)C)C)O)C=C1